BrC1=CC(=C(C=C1C)NC(=O)C1=C(C=NN1C)CC=O)F N-(4-bromo-2-fluoro-5-methylphenyl)-4-(2-oxoethyl)-1-methyl-1H-pyrazole-5-carboxamide